C(C)(C)C1=CC=C(C=C1)SC1=CC=C(C(=O)C2=CC=C(C=C2)SC2=CC=C(C=C2)C(C)C)C=C1 4,4'-bis(p-isopropylphenylthio)benzophenone